CN(C(=O)C1=C(C(=NN1C(COC1=NC=CC(=C1)C1=C(C(=CC(=C1)F)C(C)C)CC(=O)O)(C)C)S(N)(=O)=O)F)C 2-(2-(2-(2-(5-(dimethylcarbamoyl)-4-fluoro-3-sulfamoyl-1H-pyrazol-1-yl)-2-methylpropoxy)pyridin-4-yl)-4-fluoro-6-isopropylphenyl)acetic acid